C1=NC2=C3C4=C(OCCN13)C=CC=C4N=C2 9,10-dihydro-8-oxa-2,4,10a-triazanaphtho[2,1,8-cde]azulene